(E)-4-(6,8-dihydroxynaphthalen-2-yl)methoxybut-3-en-2-one OC=1C=C2C=CC(=CC2=C(C1)O)CO/C=C/C(C)=O